2-phenylazo-2,4-dimethyl-4-methoxyvaleronitrile C1(=CC=CC=C1)N=NC(C#N)(CC(C)(OC)C)C